NC1=C(C2=C(N=C(N=C2)C2=CC=C(C=C2)F)N1C1=C(C(=CC=C1C)O)C)C(=O)N 6-amino-2-(4-fluorophenyl)-7-(3-hydroxy-2,6-dimethyl-phenyl)pyrrolo[2,3-d]pyrimidine-5-carboxamide